FC(C1=NN=C(O1)C1=CN=C(S1)CN(S(=O)(=O)CC(C)C)C=1C=NC=C(C1)F)F N-({5-[5-(difluoromethyl)-1,3,4-oxadiazol-2-yl]-1,3-thiazol-2-yl}methyl)-N-(5-fluoropyridin-3-yl)-2-methylpropan-1-sulfonamide